oxaazaspiro[4.4]nonane O1NCCC12CCCC2